2-methyl-N-(4-(5-(5-phenoxypentyl)-2,3,4,5-tetrahydro-1H-benzo[b][1,4]diazepine-1-Carbonyl)phenyl)benzamide CC1=C(C(=O)NC2=CC=C(C=C2)C(=O)N2C3=C(N(CCC2)CCCCCOC2=CC=CC=C2)C=CC=C3)C=CC=C1